(tert-butoxycarbonyl)-L-tryptophanyl-L-cysteine methyl ester COC([C@@H](NC([C@@H](NC(=O)OC(C)(C)C)CC1=CNC2=CC=CC=C12)=O)CS)=O